(1R,5S)-3'-azido-8-azaspiro[bicyclo[3.2.1]octane-3,1'-cyclobutane]-8-carboxylic acid tert-butyl ester C(C)(C)(C)OC(=O)N1[C@H]2CC3(CC(C3)N=[N+]=[N-])C[C@@H]1CC2